NC1=C(C=C(C=C1)C1=CC=C(C=C1)F)NC(C1=CC=C(C=C1)C1(CC1)S(=O)(=N)C)=O N-[2-amino-5-(4-fluorophenyl)phenyl]-4-[1-(methylsulfonimidoyl)cyclopropyl]benzamide